(R)-5-((1-(4-((Tert-butoxycarbonyl)amino)butoxy)propan-2-yl)oxy)benzo[c][2,6]naphthyridine-8-carboxylic acid C(C)(C)(C)OC(=O)NCCCCOC[C@@H](C)OC1=NC2=C(C3=CN=CC=C13)C=CC(=C2)C(=O)O